CC=1C(=NC(=C(C#N)C1)C=1N(C=CC1)C)N1CC=2C=C(C=NC2CC1)C(F)(F)F 5-methyl-2-(1-methyl-1H-pyrrol-2-yl)-6-(3-(trifluoromethyl)-7,8-dihydro-1,6-naphthyridin-6(5H)-yl)nicotinonitrile